C(C1CO1)OCCOCCOC=1C=C2C=CC(=CC2=CC1)C1(C2=CC=CC=C2C=2C=CC=CC12)C1=CC2=CC=C(C=C2C=C1)OCCOCCOCC1CO1 9,9-bis{6-[2-(2-glycidyloxyethoxy)ethoxy]naphthalen-2-yl}-9H-fluorene